1,2-didecanyl-sn-glycero-3-phosphocholine C(CCCCCCCCC)OC[C@@H](OCCCCCCCCCC)COP(=O)([O-])OCC[N+](C)(C)C